O1COC2C1CC(C2)N tetrahydro-3aH-cyclopenta[d][1,3]dioxolan-5-amine